CC1CCC(N(C1)C(C(=O)OC)=O)C=1C=C2C3(C(NC2=CC1)=O)CC3 methyl 2-(5-methyl-2-(2'-oxospiro[cyclopropane-1,3'-indolin]-5'-yl)piperidin-1-yl)-2-oxoacetate